CC1=CC=C(C=C1)[B-](C1=CC=C(C=C1)C)(C1=CC=C(C=C1)C)C1=CC=C(C=C1)C.C(C)[NH+](CC)CC triethylammonium tetrakis(p-methylphenyl)borate